OC1(CC(C1)C(=O)O)C (1r,3r)-3-hydroxy-3-methylcyclobutane-1-carboxylic acid